O=C1COC2(CCCN(C2)C(CCC2=CC=CC=C2)=O)CCN1CC(=O)O 2-(9-oxo-2-(3-phenylpropanoyl)-7-oxa-2,10-diazaspiro[5.6]dodecan-10-yl)acetic acid